9-(2-fluorobiphenyl-4-yl)-3,4,6,7,8,9-hexahydropyrazino[2,1-c][1,2,4]thiadiazine 2,2-dioxide FC1=C(C=CC(=C1)C1NCCN2C1=NS(CC2)(=O)=O)C2=CC=CC=C2